C(C)S(=O)(=O)N1C[C@H]([C@@H](CC1)[C@@H]1N2C(C3=CC=CC=C13)=CN=C2)O (3S,4S)-1-(Ethylsulfonyl)-4-((S)-5H-imidazo[5,1-a]isoindol-5-yl)piperidin-3-ol